3-(4-Nitrophenyl)-1-phenylprop-2-en-1-one [N+](=O)([O-])C1=CC=C(C=C1)C=CC(=O)C1=CC=CC=C1